2-(2-(2-methyl-4-(trifluoromethoxy)phenoxy)acetyl)-8-(2-(trifluoromethyl)pyridin-4-yl)-1,3,4,12a-tetrahydrobenzo[e]pyrazino[1,2-a][1,4]diazepine-6,12(2H,11H)-dione CC1=C(OCC(=O)N2CC3N(C(C4=C(NC3=O)C=CC(=C4)C4=CC(=NC=C4)C(F)(F)F)=O)CC2)C=CC(=C1)OC(F)(F)F